N(=C=O)C1CC(CC(C1)(C)C)C 3-isocyanato-1,5,5-trimethyl-cyclohexan